C(C1=CC=CC=C1)OC1=C2C=CC(=NC2=C(C=C1)C1CC1)C=1OC2=C(C1C)C=CC=C2 5-(Benzyloxy)-8-cyclopropyl-2-(3-methyl-1-benzofuran-2-yl)quinoline